(Z)-2-(4-Fluoro-2-methyl-1-(3-(phenoxymethyl)benzylidene)-1H-inden-3-yl)-acetic acid FC1=C2C(=C(/C(/C2=CC=C1)=C/C1=CC(=CC=C1)COC1=CC=CC=C1)C)CC(=O)O